methyl-(S)-1-(2-(chloromethyl)-1-(oxetan-2-ylmethyl)-1H-benzo[d]imidazol-6-yl)cyclopropane CC1(CC1)C=1C=CC2=C(N(C(=N2)CCl)C[C@H]2OCC2)C1